C(C)N1C(=NC2=C(C1=O)NC(=C2)C=2C=NC(=CC2)OC2CN(CC2)C2=CC(=CC=C2)OC)C#N 3-Ethyl-6-{6-[1-(3-methoxy-phenyl)-pyrrolidin-3-yloxy]-pyridin-3-yl}-4-oxo-4,5-dihydro-3H-pyrrolo[3,2-d]pyrimidine-2-carbonitrile